(R)-N-[1-[3-(1,1-difluoro-2-hydroxy-ethyl)-2-fluoro-phenyl]ethylidene]-2-methyl-propane-2-sulfinamide FC(CO)(F)C=1C(=C(C=CC1)C(C)=N[S@](=O)C(C)(C)C)F